tert-Butyl 1-(benzyl(methyl)amino)-2-methylpropan-2-ylcarbamate C(C1=CC=CC=C1)N(CC(C)(C)NC(OC(C)(C)C)=O)C